FC1=C(C=CC=C1OB(O)O)C1=CC=CC=C1 (2-fluoro-[1,1'-biphenyl]-3-yl)boric acid